[N+](=O)([O-])C1=CC=C(OCCO)C=C1 2-(4-nitrophenoxy)ethane-1-ol